C(C)OCC1(CCN(CC1)CC1=CC=C(C=C1)[N+](=O)[O-])CCC1=CC=CC=C1 4-(ethoxymethyl)-1-(4-nitrobenzyl)-4-phenethylpiperidine